N-[2-chloro-3-[(1-methyltetrazol-5-yl)carbamoyl]-6-(trifluoromethoxy)phenyl]carbamic acid ethyl ester C(C)OC(NC1=C(C(=CC=C1OC(F)(F)F)C(NC1=NN=NN1C)=O)Cl)=O